SCC(C[SiH2]C(OCC)OCC)C 3-Mercapto-2-methyl-propyl(diethoxymethylsilane)